COC([C@H](CC(C)C)N1C(C(=NC(=C1)CCN(C)C)OC)=O)=O (S)-2-(5-(2-(dimethylamino)ethyl)-3-methoxy-2-oxopyrazin-1(2H)-yl)-4-methylpentanoic acid methyl ester